FC(C=1C=C(CN2C=CC3=CC=CC(=C23)N)C=CC1)(F)F 1-(3-(trifluoromethyl)benzyl)-1H-indol-7-amine